FC(CC(C)O)C(CCCCC)F 2,3-difluorooctyl-ethanol